N-(2-(4-cyclopropylpiperazine-1-yl)-5-((6-((R)-3-(3,4-dichlorophenyl)isoxazolidine-2-yl)pyrimidine-4-yl)amino)-4-methoxyphenyl)acrylamide C1(CC1)N1CCN(CC1)C1=C(C=C(C(=C1)OC)NC1=NC=NC(=C1)N1OCC[C@@H]1C1=CC(=C(C=C1)Cl)Cl)NC(C=C)=O